1-[7-[1-(4-Aminocyclohexanecarbonyl)-4-piperidyl]imidazo[1,2-a]pyridin-3-yl]hexahydropyrimidine-2,4-dione NC1CCC(CC1)C(=O)N1CCC(CC1)C1=CC=2N(C=C1)C(=CN2)N2C(NC(CC2)=O)=O